FC(C1(CC1)C(=O)N1CC2(C1)CNCC2C=C(C(=O)OCC)CC2=NC(=CC=C2)C2=CC=C(C=C2)C(F)(F)F)(F)F Ethyl 3-(2-(1-(trifluoromethyl) cyclopropane-1-carbonyl)-2,6-diazaspiro[3.4]octan-8-yl)-2-((6-(4-(trifluoromethyl)phenyl) pyridin-2-yl)methyl)acrylate